FC(C(=O)O)(F)F.FCC1C(NC1)C 3-(fluoromethyl)-2-methylazetidine 2,2,2-trifluoroacetate salt